decaenealdehyde C(C=CCCCCCCC)=O